C(C1=CC=CC=C1)(=O)N1CCC(CC1)=C1C(N(N=C1C1=CC=CC=C1)C1=CC=C(C=C1)C(=O)N1CCC(CC1)N(C)C)=O 4-(1-Benzoylpiperidin-4-ylidene)-2-(4-(4-(dimethylamino)piperidine-1-carbonyl)phenyl)-5-phenyl-2,4-dihydro-3H-pyrazol-3-one